S(=O)(=O)(O)O.CC1=CC=CC=C1 toluene sulfate salt